FC=1C(=C(C=C(C1)CC(C)C)C(C(=O)O)N1C[C@@H](CC1)N(CCCCCC1=NC=2NCCCC2C=C1)C)OC 2-(3-fluoro-5-isobutyl-2-methoxyphenyl)-2-((R)-3-(methyl(5-(5,6,7,8-tetrahydro-1,8-naphthyridin-2-yl)pentyl)amino)pyrrolidin-1-yl)acetic acid